N-[3-[2-(difluoromethoxy)-5-(1,2,3,4-tetrahydroisoquinolin-7-yloxy)phenyl]-1-[(dimethylcarbamoyl)methyl]-1H-pyrazol-4-yl]pyrazolo[1,5-a]pyrimidine-3-carboxamide FC(OC1=C(C=C(C=C1)OC1=CC=C2CCNCC2=C1)C1=NN(C=C1NC(=O)C=1C=NN2C1N=CC=C2)CC(N(C)C)=O)F